COC(=O)C1=NC=CN=C1NC1=CC=C(C=C1)C(F)(F)F 3-(4-Trifluoromethyl-phenylamino)-pyrazine-2-carboxylic acid methyl ester